OCCNC1=C(C=CC=C1)O HYDROXYETHYLAMINOPHENOL